FC(C=1C=CC=2C3NCCC(C2N1)C3)(F)F (Rac)-2-(trifluoromethyl)-6,7,8,9-tetrahydro-5H-5,9-methanopyrido[3,2-c]azepine